7-(5-(5-(8-(cyclopropanecarbonyl)-3,8-diazabicyclo[3.2.1]octan-3-yl)-1,3,4-thiadiazol-2-yl)-4-(isopropylamino)pyridin-2-yl)pyrrolo[1,2-b]pyridazine-3-carbonitrile C1(CC1)C(=O)N1C2CN(CC1CC2)C2=NN=C(S2)C=2C(=CC(=NC2)C2=CC=C1N2N=CC(=C1)C#N)NC(C)C